2-(5-cyclopropyl-2-((2-methoxypyridin-4-yl)carbamoyl)-4-(trifluoromethylphenoxy)-5-fluorophenoxy)acetic acid C1(CC1)C1(C(C=C(C(OCC(=O)O)=C1)C(NC1=CC(=NC=C1)OC)=O)OC1=C(C=CC=C1)C(F)(F)F)F